O1CCN(CC1)C=1C=CC=C(C1)C1=NC(=NC=C1)N 5-morpholinophenyl-pyrimidin-2-amine